N1(C=NC2=C1C=CC=C2)CCCCOC2=CC=C(C=C2)[C@H](CN(C(C)=O)C)O (R)-N-(2-(4-(4-(1H-Benzo[d]imidazol-1-yl)butoxy)phenyl)-2-hydroxyethyl)-N-methylacetamide